(3S)-4-amino-3-hydroxy-4-methylbutyric acid HCl salt Cl.NC([C@H](CC(=O)O)O)C